6-(benzyloxy)-3-bromo-2-fluoroaniline C(C1=CC=CC=C1)OC1=CC=C(C(=C1N)F)Br